FC1=CC=C(C=C1)N1C=CC2=CC(=CC=C12)C(=O)N1CCC(CC1)C1=NC2=C(N1CC1CC(C1)O)C=CC=C2 (1-(4-fluorophenyl)-1H-indol-5-yl)(4-(1-(((1s,3s)-3-hydroxycyclobutyl)methyl)-1H-benzo[d]imidazol-2-yl)piperidin-1-yl)methanone